FC1=C(C=CC=C1F)C1=NNC2=NC(=CN=C21)N2CC1C(C1CC2)(C=2SC=C(N2)C)CN (3-(3-(2,3-Difluorophenyl)-1H-pyrazolo[3,4-b]pyrazin-6-yl)-7-(4-methylthiazol-2-yl)-3-azabicyclo[4.1.0]heptan-7-yl)methanamine